3-(2-acetoxy-4,6-dimethylphenyl)-3-Methylbutanoic acid C(C)(=O)OC1=C(C(=CC(=C1)C)C)C(CC(=O)O)(C)C